C(C)OC(=O)C1=C(N(C(C=2C=C(C(=NC12)C#N)C)=O)C1=C(C(=CC=C1C)OCOC)C)N 7-amino-2-cyano-6-(3-(methoxymethoxy)-2,6-dimethylphenyl)-3-methyl-5-oxo-5,6-dihydro-1,6-naphthyridine-8-carboxylic acid ethyl ester